O1C2=C(OCC1)C=C(C=C2)C2=NN(C=C2C=CC=2C=C(C(=O)O)C=CN2)C2=CC=CC=C2 2-(2-(3-(2,3-dihydrobenzo[b][1,4]dioxin-6-yl)-1-phenyl-1H-pyrazol-4-yl)vinyl)isonicotinic acid